bis[5-(4-morpholinecarboyloxy)-2-chloro-4-fluorophenyl] disulfide N1(CCOCC1)C(=O)OC=1C(=CC(=C(C1)SSC1=C(C=C(C(=C1)OC(=O)N1CCOCC1)F)Cl)Cl)F